Tert-butyl 9-methyl-1,3,4,9-tetrahydro-2H-pyrido[3,4-b]indole-2-carboxylate CN1C2=C(C3=CC=CC=C13)CCN(C2)C(=O)OC(C)(C)C